N-[6-(difluoromethyl)-2-pyridinyl]-2-[4-[[[1-[3-[(2,6-dioxo-3-piperidinyl)amino]phenyl]-4-piperidinyl]-methyl-amino]methyl]cyclohexyl]-7-isopropoxy-imidazo[1,2-a]pyridine-6-carboxamide FC(C1=CC=CC(=N1)NC(=O)C=1C(=CC=2N(C1)C=C(N2)C2CCC(CC2)CN(C)C2CCN(CC2)C2=CC(=CC=C2)NC2C(NC(CC2)=O)=O)OC(C)C)F